6-(2-methoxyethyl)-2-methyl-N-((2-methyloxazol-5-yl)methyl)-5-oxo-5,6-dihydro-1,6-naphthyridine-3-carboxamide COCCN1C(C=2C=C(C(=NC2C=C1)C)C(=O)NCC1=CN=C(O1)C)=O